S1C(=CC=C1)C1=CC=C(O1)CCC(=O)O 3-(5-(2-thienyl)-2-furyl)propanoic acid